CNC1CCN(CC1)C1=C2C(=NC=C1)NC=C2C=2C=NC=NC2 N-methyl-1-(3-pyrimidin-5-yl-1H-pyrrolo[2,3-b]pyridin-4-yl)piperidin-4-amine